ClC1=CC=CC=2O[C@H](COC21)COC2=CC=C(C=C2)[C@H](CC(=O)O)C#CC (S)-3-(4-(((S)-5-chloro-2,3-dihydrobenzo[b][1,4]dioxin-2-yl)methoxy)phenyl)-4-hexynoic acid